OCC1C2(CN(C(O2)=O)C=2C=CC=3OCC(NC3N2)=O)CCNC1 6-[6-(Hydroxymethyl)-2-oxo-1-oxa-3,8-diazaspiro[4.5]decan-3-yl]-4H-pyrido[3,2-b][1,4]oxazin-3-one